(2s,4s)-2-(2-(3-(tert-butyl)phenyl)-7-azaspiro[3.5]nonane-7-carbonyl)-7-oxa-5-azaspiro[3.4]octane-6-one C(C)(C)(C)C=1C=C(C=CC1)C1CC2(C1)CCN(CC2)C(=O)C2CC1(C2)NC(OC1)=O